(2R,4R)-benzyl 2-(5-((-)-1-(3-cyanophenyl)-3-cyclopropyl-1-((R)-1,1-dimethylethylsulfinamido)propyl)-2-fluorophenylcarbamoyl)-4-methoxypyrrolidine-1-carboxylate C(#N)C=1C=C(C=CC1)C(CCC1CC1)(N[S@](=O)C(C)(C)C)C=1C=CC(=C(C1)NC(=O)[C@@H]1N(C[C@@H](C1)OC)C(=O)OCC1=CC=CC=C1)F